ClC=1C(=NC(=NC1)N1C[C@H](O[C@H](C1)C)C)NC1=CC2=C(N(C(N2CCC(C)(C)O)=O)C)C=C1F 5-((5-Chloro-2-((2R,6S)-2,6-dimethylmorpholino)pyrimidin-4-yl)amino)-6-fluoro-3-(3-hydroxy-3-methylbutyl)-1-methyl-1,3-dihydro-2H-benzo[d]imidazol-2-on